[4-[(3-chlorophenyl)methoxy]-1-piperidinyl]tetrahydropyran-4-carboxylic acid methyl ester COC(=O)C1CC(OCC1)N1CCC(CC1)OCC1=CC(=CC=C1)Cl